C(C)N1N=CC(=C1)C(=O)O.CN(CCN1N=CC(=C1)C(=O)OCC)C ethyl 1-(2-(dimethylamino)ethyl)-1H-pyrazole-4-carboxylate Ethyl-1H-pyrazole-4-carboxylate